N-[[4-[5-amino-4-cyano-1-(3,4-difluorophenyl)pyrazol-3-yl]phenyl]methyl]-2-methoxy-benzamide NC1=C(C(=NN1C1=CC(=C(C=C1)F)F)C1=CC=C(C=C1)CNC(C1=C(C=CC=C1)OC)=O)C#N